O=C(CC(=O)[O-])C.[Zn+2].O=C(CC(=O)[O-])C zinc(II) 3-oxobutanoate